methyl 3-(9-((4-(aminomethyl)-2-methylphenyl)carbamoyl)-4,5-dihydrobenzo[b]thieno[2,3-d]oxepin-8-yl)-5-methyl-6-(propylcarbamoyl)picolinate NCC1=CC(=C(C=C1)NC(=O)C1=CC2=C(OCCC3=C2SC=C3)C=C1C=1C(=NC(=C(C1)C)C(NCCC)=O)C(=O)OC)C